benzyl (1-(tert-butyl)-3-((1S,3R)-3-((tert-butyldimethylsilyl)oxy)cyclopentyl)-1H-pyrazol-5-yl)carbamate C(C)(C)(C)N1N=C(C=C1NC(OCC1=CC=CC=C1)=O)[C@@H]1C[C@@H](CC1)O[Si](C)(C)C(C)(C)C